ClC=1C=CC(=C(C1)C1=CC(=C(N=N1)CO)NC1=CC(=NC=C1)NC(CN1CCN(CCC1)C)=O)F N-(4-{[6-(5-Chloro-2-Fluorophenyl)-3-(Hydroxymethyl)Pyridazin-4-yl]Amino}Pyridin-2-yl)-2-(4-Methyl-1,4-Diazepan-1-yl)Acetamid